6-methyl-1-(6-methylpyridazin-3-yl)-5-(1-(piperazin-1-yl)vinyl)indolizine-7-carboxylic acid isopropyl ester C(C)(C)OC(=O)C=1C(=C(N2C=CC(=C2C1)C=1N=NC(=CC1)C)C(=C)N1CCNCC1)C